methyl (S)-1-(4-bromobenzyl)pyrrolidine-3-carboxylate BrC1=CC=C(CN2C[C@H](CC2)C(=O)OC)C=C1